COC1=C(C(=CC(=C1)S(=O)(=O)\C=C\C1=CC=CC=C1)OC)OC (E)-1,2,3-trimethoxy-5-(styrylsulfonyl)benzene